BrC=1C(=C(C=C(C1)[N+](=O)[O-])N)N 3-bromo-5-nitro-1,2-phenylenediamine